C(C1=CC=CC=C1)OC(=O)N[C@@H](CC)C1CN(C1)C(=O)OC(C)(C)C t-butyl 3-((S)-1-benzyloxycarbonylamino-propyl)-azetidine-1-carboxylate